bromopyrimidine-2-carbohydrazide BrC1=NC(=NC=C1)C(=O)NN